S(C1=C(C=C(C(=C1)C(C)CCC)O)C(C)CCC)C1=C(C=C(C(=C1)C(C)CCC)O)C(C)CCC 4,4'-thiobis(3,6-di-sec.-amylphenol)